O[C@H]1[C@H]2[C@@H]3CC[C@H]([C@@H](CCCC(C)C)C)[C@]3(CC[C@@H]2[C@]2(CC[C@@H](CC2=C1)O)C)C 7α-Hydroxycholesterol